C(CCCCCCCCCCC)C1([NH3+])C(C(=CC=C1)C)C 1-dodecyl-2,3-dimethylanilinium